C(C)(C)(C)N1CCN(CCC1)C1=NC(=C(C=C1)[N+](=O)[O-])NC1=CC=NC=C1 Tert-butyl-4-{5-nitro-6-[(pyridin-4-yl)amino]Pyridin-2-yl}-1,4-diazepan